2-[1-(2,2-difluoroethyl)-1H-pyrazolo[3,4-b]pyrazin-6-yl]-7-[6-(trifluoromethyl)pyridin-2-yl]-2,7-diazaspiro[4.5]decane FC(CN1N=CC=2C1=NC(=CN2)N2CC1(CC2)CN(CCC1)C1=NC(=CC=C1)C(F)(F)F)F